C(C)(C)(C)OC(CN1CCN(CCN(CCN(CC1)CC(OC(C)(C)C)=O)CC(OC(C)(C)C)=O)C(CCC(=O)[O-])C(=O)[O-])=O 4,7,10-tris(2-(tert-butyloxy)-2-oxoethyl)-1,4,7,10-tetraazacyclododecane-1-pentanedioate